BrC1=CC(=C(O[C@H](C(=O)NS(=O)(=O)C)C)C=C1)C(CC)(F)F (2S)-2-[4-bromo-2-(1,1-difluoropropyl)phenoxy]-N-methanesulfonylpropanamide